o-cymen-5-OL CC1=C(C=CC(=C1)O)C(C)C